[Si](C)(C)(C(C)(C)C)OC1(CC(C1)N1C=C(C2=C1N=NC(=C2)C2=C(C=C(C=C2C)Cl)OCOC)OC)C 7-((1s,3s)-3-{[tert-butyl(dimethyl)silyl]oxy}-3-methylcyclobutyl)-3-[4-chloro-2-(methoxymethoxy)-6-methylphenyl]-5-methoxy-7H-pyrrolo[2,3-c]pyridazine